(S)-(1,4-dioxan-2-yl)methanamine hydrochloride Cl.O1[C@H](COCC1)CN